CC1(OCCN(C1)C1=C(C(=CC=C1)N)N)C 3-(2,2-dimethylmorpholino)benzene-1,2-diamine